N-[3-chloro-4-[4-(piperidine-4-carbonyl)piperazine-1-carbonyl]phenyl]-5-[1-[5-(hydroxymethyl)-2-pyridyl]-3-(trifluoromethyl)pyrazol-4-yl]-1-methyl-imidazole-2-carboxamide ClC=1C=C(C=CC1C(=O)N1CCN(CC1)C(=O)C1CCNCC1)NC(=O)C=1N(C(=CN1)C=1C(=NN(C1)C1=NC=C(C=C1)CO)C(F)(F)F)C